2,2-dimethyl-propan CC(C)(C)C